ethyl 4-bromo-6-oxo-5H-furo[2,3-g]quinoline-2-carboxylate BrC1=C2C(=CC=3C=CC(NC13)=O)OC(=C2)C(=O)OCC